2-methyl-2-{5-[(3-{5-[({1-[2-(pyrrolidin-1-yl)acetyl]piperidin-4-yl}amino)methyl]-1-(2,2,2-trifluoroethyl)-1H-indol-2-yl}prop-2-yn-1-yl)amino]pyridin-2-yl}-propanenitrile CC(C#N)(C)C1=NC=C(C=C1)NCC#CC=1N(C2=CC=C(C=C2C1)CNC1CCN(CC1)C(CN1CCCC1)=O)CC(F)(F)F